Kalium Stearylphosphat C(CCCCCCCCCCCCCCCCC)OP(=O)([O-])[O-].[K+].[K+]